(2s,3r)-2-amino-4-(4-octylphenyl)butane-1,3-diol N[C@@H](CO)[C@@H](CC1=CC=C(C=C1)CCCCCCCC)O